6-[(3S)-3-(cyanomethyl)piperazin-1-yl]-N-(3-hydroxy-1-naphthyl)-2-[2-(4-methylpiperazin-1-yl)ethylamino]pyrimidine-4-carboxamide C(#N)C[C@H]1CN(CCN1)C1=CC(=NC(=N1)NCCN1CCN(CC1)C)C(=O)NC1=CC(=CC2=CC=CC=C12)O